OC(CN(C(OC(C)(C)C)=O)CCC1=CC2=CC=CC=C2C=C1)C=1C=NC=CC1 Tert-butyl N-[2-hydroxy-2-(3-pyridyl)ethyl]-N-[2-(2-naphthyl)ethyl]carbamate